C1(CCC2=CC=CC=C12)OC1=C2CC(C(C2=C(C=C1)SC(F)(F)F)=O)(F)F 4-(2,3-dihydro-1H-inden-1-oxy)-2,2-difluoro-7-(trifluoromethylthio)-2,3-dihydro-1H-inden-1-one